1-Methyl-3-(2-trifluoromethyl-benzylamino)-1H-pyrazole-4-carbonitrile CN1N=C(C(=C1)C#N)NCC1=C(C=CC=C1)C(F)(F)F